[Si](C1=CC=CC=C1)(C1=CC=CC=C1)(C(C)(C)C)OCC1CC(C1)N1C(C[C@@H](C1)C1=C(C(=CC=C1O)Cl)Cl)=S |r| rac-1-((1r,3r)-3-(((tert-butyldiphenylsilyl)oxy)methyl)cyclobutyl)-4-(2,3-dichloro-6-hydroxyphenyl)pyrrolidine-2-thione